ClC=1OC2=C(N1)C=C(C=C2)OC2CC(C2)OC 2-Chloro-5-((1r,3r)-3-methoxycyclobutoxy)benzo[d]oxazole